4-[3-fluoro-4-(3-hydroxyphenyl)benzoyl]piperazin FC=1C=C(C(=O)N2CCNCC2)C=CC1C1=CC(=CC=C1)O